C(C)OC=1C=C(N)C=C(C1OCC)[N+](=O)[O-] 3,4-diethoxy-5-nitroaniline